S(=O)(=O)(O)O.NNC(=N)N.NNC(=N)N aminoguanidine hemisulphate